(4-(3-amino-1H-indazol-5-yl)pyridine-2-yl)-3-(3-chlorophenyl)urea NC1=NNC2=CC=C(C=C12)C1=CC(=NC=C1)NC(=O)NC1=CC(=CC=C1)Cl